OC1(CNCCN(C1)C=1C=C2CN3[C@@H](C2=CC1)CN(C[C@H]3C)C3=C1C=CC=NC1=C(C=C3)C#N)C 5-[(4R,10bS)-8-(6-hydroxy-6-methyl-1,4-diazepan-1-yl)-4-methyl-3,4,6,10b-tetrahydro-1H-pyrazino[2,1-a]isoindol-2-yl]quinoline-8-carbonitrile